2-(6-amino-5-methoxypyridin-2-yl)-6-(4-(tert-butyl)phenyl)-3,4-dihydroisoquinolin-1(2H)-one NC1=C(C=CC(=N1)N1C(C2=CC=C(C=C2CC1)C1=CC=C(C=C1)C(C)(C)C)=O)OC